[Si](C)(C)(C(C)(C)C)OCCCOCCC=1C=C2CN(C(C2=CC1)=O)C1C(NC(CC1)=O)=O 3-[5-[2-[3-[tert-butyl(dimethyl)silyl]oxypropoxy]ethyl]-1-oxo-isoindolin-2-yl]piperidine-2,6-dione